cyanomethyl (S)-2-((tert-butoxy carbonyl)amino)-3-(4-(6-cyanopyridin-2-yl)thiazol-2-yl)propanoate C(C)(C)(C)OC(=O)N[C@H](C(=O)OCC#N)CC=1SC=C(N1)C1=NC(=CC=C1)C#N